4-aminotriazole NC=1N=NNC1